2-(4-iodophenyl)-2,3-naphthyridin-1-one IC1=CC=C(C=C1)N1C(C2=CC=CC=C2C=N1)=O